FC(F)C=1NC=CC1 difluoromethyl-pyrrole